6-isopropyl-4-phenyl-1,3,5-triazin-2(1H)-one C(C)(C)C1=NC(=NC(N1)=O)C1=CC=CC=C1